1-{[(2R,5R)-1-{2-[6-(1,1-Difluoroethyl)-3,3-dimethyl-1H,2H,3H-pyrrolo[3,2-b]pyridin-1-yl]-2-oxoethyl}-5-methylpiperazin-2-yl]methyl}pyrrolidin-2-one dihydrochloride Cl.Cl.FC(C)(F)C=1C=C2C(=NC1)C(CN2C(CN2[C@H](CN[C@@H](C2)C)CN2C(CCC2)=O)=O)(C)C